CC1=C(C(=CC=C1)C)C1=CC=C(S1)[C@H](CC(=O)O)NC(=O)NC=1C(N(C=CC1O)C)=O (S)-3-(5-(2,6-dimethylphenyl)thiophen-2-yl)-3-(3-(4-hydroxy-1-methyl-2-oxo-1,2-dihydropyridin-3-yl)ureido)propanoic acid